C(C)(C)(C)OC(=O)N1CCC2(CC1)/C(/C=1C(=NC=CC1)C2)=N/[S@](=O)C(C)(C)C (R,Z)-5-((tert-butylsulfinyl)imino)-5,7-dihydrospiro[cyclopenta[b]pyridine-6,4'-piperidine]-1'-carboxylic acid tert-butyl ester